C(#N)C1(CCC1)C(=O)OC Methyl 1-cyanocyclobutanecarboxylate